FC(C=1C=CC(=NC1)C=1C=NC(=C2C=CC=NC12)NCC1(COCC1)O)(F)F 3-(((8-(5-(trifluoromethyl)pyridin-2-yl)-1,6-naphthyridin-5-yl)amino)methyl)tetrahydrofuran-3-ol